(R)-(2-(benzyloxy)-4,6-dihydroxyphenyl)(6-((1-methylpiperidin-4-yl)oxy)-8-((tetrahydrofuran-3-yl)amino)-3,4-dihydroisoquinolin-2(1H)-yl)methanone C(C1=CC=CC=C1)OC1=C(C(=CC(=C1)O)O)C(=O)N1CC2=C(C=C(C=C2CC1)OC1CCN(CC1)C)N[C@H]1COCC1